trans-3-hexadecene-1,1-dicarboxylic acid C(C\C=C\CCCCCCCCCCCC)(C(=O)O)C(=O)O